benzyl ((2S)-4-methyl-1-(((3S)-5-(methylsulfinyl)pent-1-yn-3-yl)amino)-1-oxopentan-2-yl)carbamate CC(C[C@@H](C(=O)N[C@H](C#C)CCS(=O)C)NC(OCC1=CC=CC=C1)=O)C